C(C)(C)(C)OC(=O)N1CCN(CC1)C=1C=2C(N=CC1)=C(N(N2)C2=CC=C(C=C2)O)C(=O)OCC ethyl 7-[4-(tert-butoxycarbonyl)piperazin-1-yl]-2-(4-hydroxyphenyl)-2H-pyrazolo[4,3-b]pyridine-3-carboxylate